1-(3,4-difluoro-5-methoxy-phenyl)piperidin-4-one FC=1C=C(C=C(C1F)OC)N1CCC(CC1)=O